((2r,5r)-1-(bis(4-fluorophenyl)methyl)-5-methylpiperazin-2-yl)methanol hydrochloride Cl.FC1=CC=C(C=C1)C(N1[C@H](CN[C@@H](C1)C)CO)C1=CC=C(C=C1)F